3-fluoro-5-(1-propyl-1H-1,2,3-triazol-5-yl)benzoic acid FC=1C=C(C(=O)O)C=C(C1)C1=CN=NN1CCC